N-((2S)-1-(((1S)-1-(4-imino-2-oxo-3-propyloxazolidin-5-yl)-2-((S)-2-oxopyrrolidin-3-yl)ethyl)amino)-4-methyl-1-oxopentan-2-yl)-4-methoxy-1H-indole-2-carboxamide N=C1N(C(OC1[C@H](C[C@H]1C(NCC1)=O)NC([C@H](CC(C)C)NC(=O)C=1NC2=CC=CC(=C2C1)OC)=O)=O)CCC